tert-butyl 4-(bromomethyl)-1H-benzo[d]imidazole-1-carboxylate BrCC1=CC=CC=2N(C=NC21)C(=O)OC(C)(C)C